C(C1=CC=CC=C1)OC=1C(=NC=C(C1C)C=1C=NN(C1)C(C)C)C(=O)NCC(=O)OCC ethyl (3-(benzyloxy)-5-(1-isopropyl-1H-pyrazol-4-yl)-4-methylpicolinoyl)glycinate